N(=NC(C)(C)C=1N(CCN1)C(NCCC[Si](OC)(OC)OC)=O)C(C)(C)C=1N(CCN1)C(NCCC[Si](OC)(OC)OC)=O 2,2'-azobis[2-(1-(trimethoxysilylpropyl-carbamoyl)-2-imidazolin-2-yl)propane]